FC1(CCOCC1)F 4,4-difluorotetrahydro-2H-pyran